tert-butyl ((4-(N-acetoxycarbamimidoyl)-5-fluorothiophen-2-yl)methyl)carbamate C(C)(=O)ONC(=N)C=1C=C(SC1F)CNC(OC(C)(C)C)=O